5-chloro-3-[6-[(3R)-3-piperidyl]-2-pyridyl]pyrazolo[1,5-a]pyridine ClC1=CC=2N(C=C1)N=CC2C2=NC(=CC=C2)[C@H]2CNCCC2